O=C[C@@H](O)[C@@H](O)[C@H](O)[C@H](O)C(=O)OCC=1N=NN(C1)C1CN(CCC1)C1=NC(=NC=C1)C1=CN=C2N1C=C(C=C2)C(F)(F)F (1-(1-(2-(6-(trifluoromethyl)imidazo[1,2-a]pyridin-3-yl)pyrimidin-4-yl)piperidin-3-yl)-1H-1,2,3-triazol-4-yl)methanol Mannuronate